C1(CCC1)C[S-].[Na+] sodium cyclobutyl-methanethiolate